2-hydroxy-1-[4-[[4-(2-hydroxy-2-methylpropanoyl)phenyl]methyl]phenyl]-2-methylpropan-1-one OC(C(=O)C1=CC=C(C=C1)CC1=CC=C(C=C1)C(C(C)(C)O)=O)(C)C